3-chloro-4-[(3,5-difluoropyridin-2-yl)methoxy]-2'-[5-(2-hydroxypropan-2-yl)-2-oxopyridin-1-yl]-5',6-dimethyl-[1,4'-bipyridin]-2-one ClC=1C(N(C(=CC1OCC1=NC=C(C=C1F)F)C)C1=CC(=NC=C1C)N1C(C=CC(=C1)C(C)(C)O)=O)=O